methyl (9S,10R)-9,10-dihydroxydodecanoate methyl-(9S,10S)-9,10-dihydroxydodecanoate COC(CCCCCCC[C@@H]([C@H](CC)O)O)=O.O[C@@H](CCCCCCCC(=O)OC)[C@@H](CC)O